(2S)-N1-(5-(2-ethyl-7-methyl-1-oxoisoindol-5-yl)-4-methylthiazol-2-yl)-pyrrolidine-1,2-dicarboxamide C(C)N1C(C2=C(C=C(C=C2C1)C1=C(N=C(S1)NC(=O)N1[C@@H](CCC1)C(=O)N)C)C)=O